(3s,4s)-4-(5-(2,8-dimethylimidazo[1,2-b]pyridazin-6-yl)-7-fluoro-2H-indazol-2-yl)-3-fluoropiperidine-1-carboxylic acid tert-butyl ester C(C)(C)(C)OC(=O)N1C[C@@H]([C@H](CC1)N1N=C2C(=CC(=CC2=C1)C=1C=C(C=2N(N1)C=C(N2)C)C)F)F